ClC1=CC=C(C=C1)S(=O)(=O)NC=1C=C2C(N(C(C2=CC1)=O)C1C(NC(CC1)=O)=O)=O 4-chloro-N-(2-(2,6-dioxopiperidin-3-yl)-1,3-dioxo-isoindolin-5-yl)-benzenesulfonamide